C1(CCCCC1)CO[C@@H]([C@@H](C(=O)N1CCC(CC1)C1=CC=C(C=C1)C(=O)OC)NC(=O)C1CN(CC12CCOCC2)C(=O)OC(C)(C)C)C tert-butyl 4-(((2S,3R)-3-(cyclohexylmethoxy)-1-(4-(4-(methoxycarbonyl)phenyl)piperidin-1-yl)-1-oxobutan-2-yl)carbamoyl)-8-oxa-2-azaspiro[4.5]decane-2-carboxylate